(2-((4-(2,7-Diazaspiro[3.5]nonan-2-yl)pyrimidin-5-yl)oxy)-5-fluorophenyl)((3S,5R)-3,5-dimethylmorpholino)methanone, hydrochloride Cl.C1N(CC12CCNCC2)C2=NC=NC=C2OC2=C(C=C(C=C2)F)C(=O)N2[C@H](COC[C@H]2C)C